BrC=1C=C(C=C(C1)C(C(C)(C)O)(F)F)NC(OC(C)(C)C)=O tert-butyl (3-bromo-5-(1,1-difluoro-2-hydroxy-2-methylpropyl)phenyl)carbamate